4-(7-ethoxy-6-methoxy-1-(2-(5-methoxy-1H-indol-3-yl)ethyl)-1,2,3,4-tetrahydroisoquinoline-2-carbonyl)morpholine-2-carboxylic acid C(C)OC1=C(C=C2CCN(C(C2=C1)CCC1=CNC2=CC=C(C=C12)OC)C(=O)N1CC(OCC1)C(=O)O)OC